2-Carboxyethylphosphinic acid C(=O)(O)CCP(O)=O